COC=1C=C(C=CC1C)NC(=O)[C@@H]1CC[C@@H](CC1)N1C(NC2=NC=CC=C21)=O Cis-N-(3-methoxy-4-methylphenyl)-4-{2-oxo-1H,2H,3H-imidazo[4,5-b]pyridin-1-yl}cyclohexane-1-carboxamide